N-(3-(3-(9H-purin-6-yl)pyridin-2-ylamino)-4-methylphenyl)-2-((1S,3S)-3-(trifluoromethyl)cyclohexyl)acetamide N1=CN=C2NC=NC2=C1C=1C(=NC=CC1)NC=1C=C(C=CC1C)NC(C[C@@H]1C[C@H](CCC1)C(F)(F)F)=O